tert-butyl (R)-3-((1-(2-methoxy-4-(2H-1,2,3-triazol-2-yl)phenyl)pyrido[3,4-d]pyridazin-4-yl)thio)piperidine-1-carboxylate COC1=C(C=CC(=C1)N1N=CC=N1)C1=C2C(=C(N=N1)S[C@H]1CN(CCC1)C(=O)OC(C)(C)C)C=NC=C2